N-(2-amino-4-chlorophenyl)-2-fluoro-2-((1S,4S)-4-(6-fluoroquinolin-4-yl)cyclohexyl)acetamide NC1=C(C=CC(=C1)Cl)NC(C(C1CCC(CC1)C1=CC=NC2=CC=C(C=C12)F)F)=O